4-[(3R)-3-[[6-(4-hydroxy-2,3-dihydrobenzofuran-5-yl)-5-methyl-1,2,4-triazin-3-yl]amino]-1-piperidyl]-N-methyl-butanamide OC1=C(C=CC2=C1CCO2)C2=C(N=C(N=N2)N[C@H]2CN(CCC2)CCCC(=O)NC)C